3-(5-(methyl(2,2,6,6-tetramethylpiperidin-4-yl)amino)-1,3,4-thiadiazol-2-yl)naphthalen CN(C1=NN=C(S1)C=1C=CC2=CC=CC=C2C1)C1CC(NC(C1)(C)C)(C)C